6-((4-chloro-2-fluorobenzyl)oxy)-3-fluoro-2-(piperidin-4-yl)pyridine ClC1=CC(=C(COC2=CC=C(C(=N2)C2CCNCC2)F)C=C1)F